benzyl (2R,5S)-5-methyl-2-[(2-methyl-4-pyridyl)methyl]piperazine-1-carboxylate C[C@@H]1NC[C@H](N(C1)C(=O)OCC1=CC=CC=C1)CC1=CC(=NC=C1)C